N-((5-(1-Acetyl-2-methyl-1,2,3,4-tetrahydroquinolin-6-yl)thiophen-2-yl)methyl)-6-(2-aminopyrimidin-5-yl)-8-morpholinoimidazo[1,2-a]pyrazine-2-carboxamide C(C)(=O)N1C(CCC2=CC(=CC=C12)C1=CC=C(S1)CNC(=O)C=1N=C2N(C=C(N=C2N2CCOCC2)C=2C=NC(=NC2)N)C1)C